[Si](C)(C)(C(C)(C)C)OC/C=C/C1=NC=NC(=C1N)C(=C)C 4-[(1E)-3-[(tert-butyldimethylsilyl)oxy]Prop-1-en-1-yl]-6-(prop-1-en-2-yl)pyrimidin-5-amine